NC=1C(NC=C(C1)C1CNCCC1(F)F)=O 3-amino-5-(4,4-difluoropiperidin-3-yl)pyridin-2(1H)-one